(R)-4-(2-(hydroxymethyl)pyrrolidin-1-yl)-3-methoxy-N-(5-(5-methyl-1H-pyrazol-1-yl)-1,3,4-thiadiazol-2-yl)-2-oxo-2H-pyran-6-carboxamide OC[C@@H]1N(CCC1)C1=C(C(OC(=C1)C(=O)NC=1SC(=NN1)N1N=CC=C1C)=O)OC